C(CCCCCCCCCCCCCCCC)(=O)OC[C@@H](OC(CCCCCCCCCCCCCCCC)=O)COP(=O)(O)OCC[N+](C)(C)C 1,2-Diheptadecanoyl-sn-glycero-3-phosphorylcholine